4-bromo-3-[(4-chloro-2-fluoro-phenyl)methoxy]isothiazole zinc [Zn].BrC=1C(=NSC1)OCC1=C(C=C(C=C1)Cl)F